(S)-3-chloro-N-(1-(1-(5-((dimethyl(oxo)-λ6-sulfaneylidene)amino)pyridin-2-yl)-1H-1,2,4-triazol-5-yl)ethyl)benzamide ClC=1C=C(C(=O)N[C@@H](C)C2=NC=NN2C2=NC=C(C=C2)N=S(=O)(C)C)C=CC1